[6-chloro-5-(4-pyridyl)-3-[3-(trifluoro-methyl)phenoxy]pyridazin-4-yl]-5-[(2,4-dimethylphenyl)methyl]-5,6-dihydro-4H-1,2,4-oxadiazine ClC1=C(C(=C(N=N1)OC1=CC(=CC=C1)C(F)(F)F)C1=NOCC(N1)CC1=C(C=C(C=C1)C)C)C1=CC=NC=C1